3-butylurea C(CCC)NC(N)=O